(Z)-2-(4-acetylphenoxy)-1,3-diphenylprop-2-en-1-one C(C)(=O)C1=CC=C(O\C(\C(=O)C2=CC=CC=C2)=C/C2=CC=CC=C2)C=C1